5-(3H-[1,2,3]Triazolo[4,5-b]pyridin-5-yl)-N-(4-(cyclopropylmethoxy)-3-fluorophenyl)-2-fluorobenzamide N1=NNC2=NC(=CC=C21)C=2C=CC(=C(C(=O)NC1=CC(=C(C=C1)OCC1CC1)F)C2)F